OC1=C(C=C(C=C1)OC(CC)=O)OC.C(C(O)C1=CC=CC=C1)(=O)OC methyl mandelate 4-hydroxy-3-methoxy-phenylpropanoate